[OH+]1C=CC=C1.O=[N+]=O nitronium (furanium)